N1(N=NN=C1)[C@@H]1CN(CC1)C(=O)N1CC2(C1)CC(C2)C2=CC=C(C=C2)C(F)(F)F [(3S)-3-(Tetrazol-1-yl)pyrrolidin-1-yl]-[6-[4-(trifluoromethyl)phenyl]-2-azaspiro[3.3]heptan-2-yl]methanone